2-((S)-2-((R)-2-(tert-butoxycarbonyl)-1,2,3,4-tetrahydroisoquinolin-3-yl)-2-hydroxyethyl)-4,4-dimethyl-1-carbonyl-1,2,3,4-tetrahydroisoquinoline-6-carboxylic acid C(C)(C)(C)OC(=O)N1CC2=CC=CC=C2C[C@@H]1[C@H](CN1C(C2=CC=C(C=C2C(C1)(C)C)C(=O)O)=C=O)O